(S)-2-(((2S,3R,4S,5R,6R)-3,5-dihydroxy-6-(hydroxymethyl)-4-(4-(3,4,5-trifluorophenyl)-1H-1,2,3-triazol-1-yl)tetrahydro-2H-pyran-2-yl)thio)-3-hydroxy-N,N,3-trimethylbutanamide O[C@H]1[C@@H](O[C@@H]([C@@H]([C@@H]1N1N=NC(=C1)C1=CC(=C(C(=C1)F)F)F)O)CO)S[C@H](C(=O)N(C)C)C(C)(C)O